4-bromo-6-methyl-pyridine-3-carboxylic acid methyl ester COC(=O)C=1C=NC(=CC1Br)C